tert-butyl (azetidin-3-ylmethyl)(methyl)carbamate N1CC(C1)CN(C(OC(C)(C)C)=O)C